C(C1=CC=CC=C1)N1CC=2C(CC1)=NN(C2O)C2=NC=CC=C2F 5-benzyl-2-(3-fluoropyridin-2-yl)-4,5,6,7-tetrahydro-2H-pyrazolo[4,3-c]pyridin-3-ol